4'-cyclopropyl-5,6'-dimethoxy-4-(1-(4-(1-methyl-4-(trifluoromethyl)-1H-imidazol-2-yl)phenyl)ethoxy)-2,5'-bipyrimidine C1(CC1)C1=NC=NC(=C1C1=NC=C(C(=N1)OC(C)C1=CC=C(C=C1)C=1N(C=C(N1)C(F)(F)F)C)OC)OC